6-chloro-4-methoxy-N-[2-(trifluoromethyl)pyridin-4-yl]pyridine-2-carboxamide methyl-(4'-((tert-butoxycarbonyl)amino)-[1,1'-biphenyl]-4-carbonyl)-L-serinate CN([C@@H](CO)C(=O)O)C(=O)C1=CC=C(C=C1)C1=CC=C(C=C1)NC(=O)OC(C)(C)C.ClC1=CC(=CC(=N1)C(=O)NC1=CC(=NC=C1)C(F)(F)F)OC